7-methoxytetralone COC1=CC=C2CCCC(C2=C1)=O